N,N-bis(4-methoxybenzyl)-1-(tetrahydro-2H-pyran-2-yl)-1H-pyrazole-4-sulfonamide COC1=CC=C(CN(S(=O)(=O)C=2C=NN(C2)C2OCCCC2)CC2=CC=C(C=C2)OC)C=C1